N-Fmoc-O-tert-butyl-L-serine C(=O)(OCC1C2=CC=CC=C2C2=CC=CC=C12)N[C@@H](COC(C)(C)C)C(=O)O